2-METHYL-5-PROPOXYBENZO[D]THIAZOLE CC=1SC2=C(N1)C=C(C=C2)OCCC